C(CCN)CC=O The molecule is an omega-aminoaldehyde that is pentanal which is substituted at position 5 by an amino group. It is an intermediate in the biosynthesis of L-lysine derived alkaloids. It has a role as a plant metabolite. It is a conjugate base of a 5-ammoniopentanal.